C(C)OC(C(=O)OCC)=O.O=C(C(=O)OCC)CC ethyl 2-oxobutyrate diethyl-oxalate